meta-fluoro-benzotrifluoride FC=1C=C(C=CC1)C(F)(F)F